8-amino-N-{3-[(3,3-difluoropyrrolidin-1-yl)methyl]bicyclo[1.1.1]pentan-1-yl}-6-(4-fluorophenyl)-5-{3-methylimidazo[1,2-a]pyridin-6-yl}imidazo[1,2-a]pyrazine-2-carboxamide NC=1C=2N(C(=C(N1)C1=CC=C(C=C1)F)C=1C=CC=3N(C1)C(=CN3)C)C=C(N2)C(=O)NC23CC(C2)(C3)CN3CC(CC3)(F)F